7-bromo-9-fluoro-1,3,4,5-tetrahydro-2H-benzo[b]azepin-2-one BrC1=CC2=C(NC(CCC2)=O)C(=C1)F